(2-hydroxypropan-2-yl)benzothiazole-6-carboxylic acid ethyl ester C(C)OC(=O)C1=CC2=C(N=C(S2)C(C)(C)O)C=C1